6-bromo-2-(2,6-dioxopiperidin-3-yl)-1-oxoisoindoline-4-carbonitrile BrC=1C=C(C=2CN(C(C2C1)=O)C1C(NC(CC1)=O)=O)C#N